(E)-N-(4-(1-(6-(4-(4-((2-(2,6-dioxopiperidin-3-yl)-3-oxoisoindolin-4-yl)thio)butyl)piperazin-1-yl)pyridazine-3-carbonyl)piperidin-4-yl)butyl)-3-(pyridin-3-yl)acrylamide O=C1NC(CCC1N1CC2=CC=CC(=C2C1=O)SCCCCN1CCN(CC1)C1=CC=C(N=N1)C(=O)N1CCC(CC1)CCCCNC(\C=C\C=1C=NC=CC1)=O)=O